(4-(2-chloro-5-fluorophenyl)-2-pivaloylamino-7H-pyrrolo[2,3-d]pyrimidin-5-yl)-3-fluoro-5-(trifluoromethyl)benzamide ClC1=C(C=C(C=C1)F)C=1C2=C(N=C(N1)NC(C(C)(C)C)=O)NC=C2C2=C(C(=O)N)C=C(C=C2F)C(F)(F)F